tert-butyl (2R,5R)-5-(hydroxymethyl)-2-methylpiperazin-1-carboxylate OC[C@@H]1NC[C@H](N(C1)C(=O)OC(C)(C)C)C